[O].[Mo].[Si] silicon-molybdenum-oxygen salt